N=1N(N=CC1)C1=C(C=C(C=N1)NC(C1=C(C=C(C(=C1)F)C1=C(C=NC=C1)Br)Cl)=O)C(F)(F)F N-(6-(2H-1,2,3-triazol-2-yl)-5-(trifluoromethyl)pyridin-3-yl)-4-(3-bromopyridin-4-yl)-2-Chloro-5-fluorobenzamide